8-(4-chloro-3,5-difluorophenyl)-2-(methylsulfanyl)-7-(oxan-2-yl)-3H-pyrazolo[1,5-a][1,3,5]triazin-4-one ClC1=C(C=C(C=C1F)C=1C(=NN2C1N=C(NC2=O)SC)C2OCCCC2)F